S1C=NC2=C1C(=CC=C2)S(=O)(=O)CCC(=O)N2CC1CCC(C2)N1C=1C=CC(=NC1)C#N 5-{3-[3-(1,3-benzothiazole-7-sulfonyl)propanoyl]-3,8-diazabicyclo[3.2.1]octan-8-yl}pyridine-2-carbonitrile